NC1=NC=C(C=N1)C=1N=C(C=2N(C1)C=C(C2)C(=O)OCC)N2CCOCC2 ethyl 3-(2-aminopyrimidin-5-yl)-1-morpholinopyrrolo[1,2-a]pyrazine-7-carboxylate